C1(=CC=CC=C1)C=1N=C(SC1)NC(=O)C=1OC=CC1NC(C(F)(F)F)=O N-(4-Phenylthiazol-2-yl)-3-(2,2,2-trifluoroacetamido)furan-2-carboxamide